6-bromo-5-methoxy-3-(3-methoxy-2,2-dimethylpropyl)benzo[d]oxazol-2(3H)-one BrC1=CC2=C(N(C(O2)=O)CC(COC)(C)C)C=C1OC